OCC1CC2C(C(=NO2)C=2C=NC(=C(C(=O)O)C2)OC)C1 5-(5-(hydroxy-methyl)-3a,5,6,6a-tetrahydro-4H-cyclopenta[d]isoxazol-3-yl)-2-methoxy-nicotinic acid